ClC=1C(=CC(=C(CN2C(CCCC2)C(=O)O)C1)OCCN1CC(CCC1)(C(F)(F)F)O)OCC1=C(C(=CC=C1)C1=CC2=C(OCCO2)C=C1)C (5-Chloro-4-((3-(2,3-dihydrobenzo[b][1,4]dioxin-6-yl)2-methylbenzyl)oxy)-2-(2-(3-hydroxy-3-(trifluoromethyl)piperidin-1-yl)ethoxy)benzyl)piperidine-2-carboxylic acid